3-benzyl-1-(trans-4-((5-cyano-4-(4-fluoropiperidin-1-yl)pyrimidin-2-yl)amino)cyclohexyl)-1-(5-(1-methyl-1H-pyrazol-4-yl)pyridin-2-yl)urea C(C1=CC=CC=C1)NC(N(C1=NC=C(C=C1)C=1C=NN(C1)C)[C@@H]1CC[C@H](CC1)NC1=NC=C(C(=N1)N1CCC(CC1)F)C#N)=O